C1(CC1)NS(=O)(=O)C1=C(C=CC=C1)NCC(=O)O {[2-(cyclopropylsulfamoyl)phenyl]amino}acetic acid